5-chloro-1'-(2-{7-fluoro-2-[(cis)-3-hydroxy-3-methylcyclobutyl]-1H-1,3-benzimidazol-5-yloxy}ethyl)spiro[indoline-3,4'-piperidin]-2-one ClC=1C=C2C(=CC1)NC(C21CCN(CC1)CCOC1=CC2=C(NC(=N2)C2CC(C2)(C)O)C(=C1)F)=O